6-hydroxy-1H-indole-2-carboxamide OC1=CC=C2C=C(NC2=C1)C(=O)N